decyl ((((2R,3S,5R)-5-(6-amino-2-fluoro-9H-purin-9-yl)-2-ethynyl-3-hydroxytetrahydrofuran-2-yl)methoxy)(phenoxy)phosphoryl)-L-phenylalaninate NC1=C2N=CN(C2=NC(=N1)F)[C@H]1C[C@@H]([C@@](O1)(C#C)COP(=O)(OC1=CC=CC=C1)N[C@@H](CC1=CC=CC=C1)C(=O)OCCCCCCCCCC)O